2-methoxymethyl-aniline COCC1=C(N)C=CC=C1